3-amino-3-{[3-(tert-butoxy)-3-oxopropyl]carbamoyl}propanoic acid NC(CC(=O)O)C(NCCC(=O)OC(C)(C)C)=O